(3S)-3-((7,7-dimethyl-2-(2-(2-propenoyl)-2,6-diazaspiro[3.4]octan-6-yl)-5,6,7,8-tetrahydro-4-quinazolinyl)amino)-N-methyl-4-phenyl-butanamide CC1(CCC=2C(=NC(=NC2C1)N1CC2(CN(C2)C(C=C)=O)CC1)N[C@H](CC(=O)NC)CC1=CC=CC=C1)C